3-(ethoxymethoxy)-2,6-dimethoxypyridine C(C)OCOC=1C(=NC(=CC1)OC)OC